OC(C)C1=CC(=CN2C1=NC(=CC2=O)C2=CC=CC=C2)C 9-(1-hydroxyethyl)-7-methyl-2-phenyl-4H-pyrido[1,2-a]pyrimidin-4-one